OC1=CC(=CC=2N(C(=NC21)C)S(=O)(=O)C2=CC=C(C)C=C2)C(=O)N(C)C hydroxy-N,N,2-trimethyl-1-(p-toluenesulfonyl)-1H-benzimidazole-6-carboxamide